[N+](=O)([O-])C1=CC=C(C=C1)C1=C(C=C2C(=N1)CCC2)C#N (4-nitrophenyl)-6,7-dihydro-5H-cyclopenta[b]pyridine-3-carbonitrile